4-(methoxymethyl)imidazo[1,5-a]pyrimidine-8-carboxamide COCC1=CC=NC=2N1C=NC2C(=O)N